FC=1C(=NC=C(C1)F)N1CCC(CC1)(C(=O)N1CCOC2=C(C1)C=NC=C2C#N)F 4-[1-(3,5-difluoro-2-pyridyl)-4-fluoro-piperidine-4-carbonyl]-3,5-dihydro-2H-pyrido[3,4-f][1,4]oxazepine-9-carbonitrile